C1(CC1)NC(=O)C=1C(N(C=2N(C1O)N=CC2/C=C/C(=O)N2CCCC21CCN(CC1)C(=O)OC(C)(C)C)CC(C)C)=O Tert-butyl (E)-1-(3-(6-(cyclopropylcarbamoyl)-7-hydroxy-4-isobutyl-5-oxo-4,5-dihydropyrazolo[1,5-a]pyrimidin-3-yl)acryloyl)-1,8-diazaspiro[4.5]decane-8-carboxylate